C(C1=CC=CC=C1)N(C1CCC2(CCC(N2C)=O)CC1)CC1=CC=CC=C1 8-(dibenzylamino)-1-methyl-1-azaspiro[4.5]decan-2-one